1-[(3S)-4-(3-chloro-5-fluoro-phenyl)-3-methyl-piperazin-1-yl]prop-2-en-1-one ClC=1C=C(C=C(C1)F)N1[C@H](CN(CC1)C(C=C)=O)C